COC1=CC=C(CNC(NC2CC3(CC(C3)C(=O)NC(C)(C)C3=CC=CC=C3)C2)=O)C=C1 6-(3-(4-methoxybenzyl)ureido)-N-(2-phenylpropan-2-yl)spiro[3.3]heptane-2-carboxamide